sodium (7-oxo-3-(3-(methoxycarbamoyl)-pyrazol-1-yl)-1,6-diazabicyclo[3.2.1]oct-3-en-6-yl) sulfate S(=O)(=O)(ON1C2C=C(CN(C1=O)C2)N2N=C(C=C2)C(NOC)=O)[O-].[Na+]